tributyl-ethyl-phosphine bis(trifluoromethanesulfonyl)imide salt [N-](S(=O)(=O)C(F)(F)F)S(=O)(=O)C(F)(F)F.C(CCC)C(CP)(CCCC)CCCC